C[C@@H]1CN(CCN1C1=NC(=C(C=C1)[N+](=O)[O-])NC1=NC=NC=C1)C(=O)OC(C)(C)C tert-butyl (3R)-3-methyl-4-{5-nitro-6-[(pyrimidin-4-yl)amino]pyridin-2-yl}piperazine-1-carboxylate